CON(C(=O)C=1C=C2N=CC(=NC2=CC1)C)C N-methoxy-N,2-dimethylquinoxaline-6-carboxamide